3-[(cyclopentylamino)methyl]-1-[(3-fluorophenyl)methyl]-6-methyl-1H-indole-2-carboxylic acid C1(CCCC1)NCC1=C(N(C2=CC(=CC=C12)C)CC1=CC(=CC=C1)F)C(=O)O